tert-butyl ((1S,3R)-3-(2-acetyl-3-methoxy-4-methylphenoxy)cyclopentyl)carbamate C(C)(=O)C1=C(O[C@H]2C[C@H](CC2)NC(OC(C)(C)C)=O)C=CC(=C1OC)C